C[C@@H]1CNC(O1)=O (R)-5-methyl-oxazolidin-2-one